C1COCCN1[C@@H]2[C@H]([C@H](CC2=O)OCC3=CC=C(C=C3)C4=CC=CC=C4)CC/C=C\\CCC(=O)O The molecule is a (4Z)-7-{5-[([1,1'-biphenyl]-4-yl)methoxy]-2-(morpholin-4-yl)-3-oxocyclopentyl}hept-4-enoic acid in which the stereocentres at positions 1, 2 and 5 have R-, R- and S-configuration respectively. It is a conjugate acid of a (1R,2R,5S)-AH23848(1-). It is an enantiomer of a (1S,2S,5R)-AH23848.